ClC=1C=C(OCC(=O)NC)C=CC1C=1N(C2=NC=NC(=C2N1)OC1(CC1)C)CC1=CN=CS1 2-(3-chloro-4-(6-(1-methylcyclopropoxy)-9-(thiazol-5-ylmethyl)-9H-purin-8-yl)phenoxy)-N-methylacetamide